2-(4-Chloro-3'-(((2-cyclopentyl-1-oxoisoindolin-5-yl)oxy)methyl)-[1,1'-biphenyl]-3-yl)propanoic acid ClC1=C(C=C(C=C1)C1=CC(=CC=C1)COC=1C=C2CN(C(C2=CC1)=O)C1CCCC1)C(C(=O)O)C